COC(C1=C(N=C(C(=C1)Br)OC)N)=O 2-amino-5-bromo-6-methoxynicotinic acid methyl ester